C(C)(=O)O[C@@H]1COC2=C1C=C(C=C2S(NC2=C(C(=C(C=C2)F)C=2C=C1C=NC(=NC1=C(C2)CC)NC2CCOCC2)F)(=O)=O)Cl (3S)-5-chloro-7-({3-[8-ethyl-2-(oxan-4-ylamino) quinazolin-6-yl]-2,4-difluorophenyl} sulfamoyl)-2,3-dihydro-1-benzofuran-3-yl acetate